hydroxy-2-methylpropionphenone OC(C(=O)C1=CC=CC=C1)(C)C